C(C(O)CC(=O)O)(=O)O.N[C@H](CCO)C (S)-3-amino-1-butanol malate salt